di-sec-butoxybis(ethoxyacetoacetyl)titanium C(C)(CC)O[Ti](C(CC(=O)COCC)=O)(C(CC(=O)COCC)=O)OC(C)CC